6-methyl-4-oxo-2-(2-oxa-8-azaspiro[4.5]decan-8-yl)-4H-chromen CC=1C=C2C(C=C(OC2=CC1)N1CCC2(CCOC2)CC1)=O